2-(Furan-2-yl)-N5-(2-(pyridin-4-yl)ethyl)-[1,2,4]triazolo[1,5-a][1,3,5]triazine-5,7-diamine O1C(=CC=C1)C1=NN2C(N=C(N=C2N)NCCC2=CC=NC=C2)=N1